C(C)OC=1N=CC(=NC1)C=1C=CC(=NC1)C(=O)N 5-(5-ethoxypyrazin-2-yl)pyridine-2-carboxamide